[6-(4-tert-butylpyrazol-1-yl)-5-methylpyridin-3-yl]-[4-(5-methyl-[1,3]oxazolo[4,5-b]pyridin-2-yl)piperazin-1-yl]methanone C(C)(C)(C)C=1C=NN(C1)C1=C(C=C(C=N1)C(=O)N1CCN(CC1)C=1OC=2C(=NC(=CC2)C)N1)C